[6-[(E)-2-(aminomethyl)-3-fluoro-allyl-oxy]-1-oxo-3,4-dihydroisoquinolin-2-yl]-methylphosphonic acid hydrochloride Cl.NC/C(/COC=1C=C2CCN(C(C2=CC1)=O)CP(O)(O)=O)=C\F